ClC=1C=NC=CC1C1=C(C=CC(=C1)Cl)N1N=NN=C1 3-chloro-4-(5-chloro-2-(1H-tetrazol-1-yl)phenyl)-pyridin